O=C1NC(CCC1N1C(C2=CC=C(C=C2C1=O)NCCCCCC(N1CCC(CC1)C1=CC=C(C=C1)C)=O)=O)=O 2-(2,6-dioxopiperidin-3-yl)-5-((6-oxo-6-(4-(p-tolyl)piperidin-1-yl)hexyl)amino)isoindoline-1,3-dione